ClC1=NC=C(C=N1)C1CC1 2-chloro-5-Cyclopropylpyrimidine